4-Hydroxy-1-phenyl-3-(1H-pyrazol-1-yl)-7-(trifluoromethyl)-1,8-naphthyridin-2(1H)-one OC1=C(C(N(C2=NC(=CC=C12)C(F)(F)F)C1=CC=CC=C1)=O)N1N=CC=C1